Methyl (S)-4-(1-(hydroxymethyl)cyclobutane-1-carbonyl)-3-methyl-2,3,4,5-tetrahydrobenzo[f][1,4]oxazepine-8-carboxylate OCC1(CCC1)C(=O)N1[C@H](COC2=C(C1)C=CC(=C2)C(=O)OC)C